3-methyl-N-{2-[(2R)-1-methylpiperidin-2-yl]-1-{[2-(trimethylsilyl)ethoxy]Methyl}pyrrolo[3,2-c]Pyridin-6-yl}-4-oxoquinazoline-6-carboxamide CN1C=NC2=CC=C(C=C2C1=O)C(=O)NC1=CC2=C(C=N1)C=C(N2COCC[Si](C)(C)C)[C@@H]2N(CCCC2)C